O=C1N(C(C=C1)=O)CCCC[C@@H](C(=O)ON1C(CCC1=O)=O)NC(CCOCCOCCOCCOCCOCCOCCOCCOC)=O N-{(2S)-6-(2,5-dioxo-2,5-dihydro-1H-pyrrol-1-yl)-1-[(2,5-dioxopyrrolidin-1-yl)oxy]-1-oxohex-2-yl}-2,5,8,11,14,17,20,23-octaoxahexacosane-26-amide